(S)-2-acetamido-4-Amino-4-oxobutanamide C(C)(=O)N[C@H](C(=O)N)CC(=O)N